di-tert-butyl (2S,4S)-4-((2,2'-dimethyl-[1,1'-biphenyl]-4-carbonyl)oxy)pyrrolidine-1,2-dicarboxylate CC1=C(C=CC(=C1)C(=O)O[C@H]1C[C@H](N(C1)C(=O)OC(C)(C)C)C(=O)OC(C)(C)C)C1=C(C=CC=C1)C